N2-[(9H-Fluoren-9-ylmethoxy)carbonyl]-N6-[(4-methylphenyl)diphenylmethyl]-L-lysine C1=CC=CC=2C3=CC=CC=C3C(C12)COC(=O)N[C@@H](CCCCNC(C1=CC=CC=C1)(C1=CC=CC=C1)C1=CC=C(C=C1)C)C(=O)O